4-hydroxy-tetrahydropyrrole-1-carboxylic acid tert-butyl ester C(C)(C)(C)OC(=O)N1CCC(C1)O